C(C)(C)(C)OOC=1C(=C(C(C(=O)O)=CC1)C(=O)O)OOC(C)(C)C.C[C@H]1CN(C[C@H](N1)C)C1=CC=C(N=N1)C1=NC=C(C=C1O)C=1C=NC=2N(C1)C=C(N2)C 2-{6-[(3s,5r)-3,5-dimethylpiperazin-1-yl]pyridazin-3-yl}-5-(2-methylimidazo[1,2-a]pyrimidin-6-yl)pyridin-3-ol bis(tert-butyl-peroxy)phthalate